5,7-dichloro-2-(1-cyclopropyl-1H-pyrazol-4-yl)[1,2,4]triazolo[1,5-c]quinazoline ClC1=NC=2C(=CC=CC2C=2N1N=C(N2)C=2C=NN(C2)C2CC2)Cl